ClC=1N=NC(=CC1)C 3-chloro-6-methylpyridazine